N-[[2-[(cyclobutylmethylamino)methyl]-1H-indol-6-yl]methyl]-1H-indazole-4-carboxamide C1(CCC1)CNCC=1NC2=CC(=CC=C2C1)CNC(=O)C=1C=2C=NNC2C=CC1